5-(8-((1S,2S)-2-(1-methyl-6-oxo-1,6-dihydropyridin-3-yl)cyclopropyl)imidazo[1,2-b]pyridazin-6-yl)pyrimidine-2,4(1H,3H)-dione CN1C=C(C=CC1=O)[C@@H]1[C@H](C1)C=1C=2N(N=C(C1)C=1C(NC(NC1)=O)=O)C=CN2